ClC1=NN2C(N=C(C=C2)C(C)N2C[C@@H](N(C[C@H]2CC)C=2C=3C(N(C(C2)=O)C)=CN(N3)CC#N)C)=C1 2-(7-((2S,5R)-4-(1-(2-chloropyrazolo[1,5-a]pyrimidin-5-yl)ethyl)-5-ethyl-2-methylpiperazin-1-yl)-4-methyl-5-oxo-4,5-dihydro-2H-pyrazolo[4,3-b]pyridin-2-yl)acetonitrile